FC1([C@@H]([C@H](CCC1)O[C@@H]1CN(CC1)C(C)C)NC(=O)N1C[C@@H]2[C@H](C1)CC(C2)C2=CC=CC=C2)F (3ar,5r,6as)-N-[(1r,6S)-2,2-difluoro-6-{[(3S)-1-(propan-2-yl)pyrrolidin-3-yl]oxy}cyclohexyl]-5-phenylhexahydrocyclopenta[c]pyrrole-2(1H)-carboxamide